CC1=CC=C(C=C1)[S@](=O)CC(=O)OC methyl (R)-4-methyl-phenylsulfinylacetate